4,4-diaminobenzophenone NC1(CC=C(C(=O)C2=CC=CC=C2)C=C1)N